2-[4-(1-methyltriazol-4-yl)pyrazol-1-yl]-N-(5-pyrazin-2-yl-2-pyridyl)acetamide CN1N=NC(=C1)C=1C=NN(C1)CC(=O)NC1=NC=C(C=C1)C1=NC=CN=C1